2-amino-2-{2-[4-(1-oxo-5-phenylpentyl)-phenyl]ethyl}propane-1,3-diol NC(CO)(CO)CCC1=CC=C(C=C1)C(CCCCC1=CC=CC=C1)=O